ClC1=C(C=CC(=C1)[N+](=O)[O-])N1CCC2(CC(C2)=O)CC1 7-(2-chloro-4-nitrophenyl)-7-azaspiro[3.5]nonan-2-one